(8-((4-(cyclohexylamino)-5-(trifluoromethyl)-7H-pyrrolo[2,3-d]pyrimidin-2-yl)amino)-2,3-dihydrobenzo[b][1,4]dioxin-5-yl)(morpholino)methanone C1(CCCCC1)NC=1C2=C(N=C(N1)NC1=CC=C(C3=C1OCCO3)C(=O)N3CCOCC3)NC=C2C(F)(F)F